hepta-thio sulfoxide S1SSSSSSS1=O